2,6-dichloro-3-fluoro-pyridine ClC1=NC(=CC=C1F)Cl